Cl.ClC=1C(=NC(=NC1)NC=1C=CC(=C(C1)NC(C=C)=O)N1CCC2(CN(C2)C)CC1)NC1=C(C=CC=C1)P(=O)(C)C N-(5-((5-chloro-4-((2-(dimethylphosphoryl)phenyl)amino)pyrimidin-2-yl)amino)-2-(2-methyl-2,7-diazaspiro[3.5]nonan-7-yl)phenyl)acrylamide hydrochloric acid salt